2,5-diaminofluorotoluene NC1=C(CF)C=C(C=C1)N